(4-carbamoyl-bicyclo[2.2.1]heptan-1-yl)carbamic acid tert-butyl ester C(C)(C)(C)OC(NC12CCC(CC1)(C2)C(N)=O)=O